1-bromo-4-methoxy-2-(2,2,2-trifluoroethoxy)benzene BrC1=C(C=C(C=C1)OC)OCC(F)(F)F